FC=1C=C2C(=NC(=NC2=CC1)NC1=CC=C(C=C1)N1CCCCC1)C(F)(F)F 6-fluoro-N-(4-(piperidin-1-yl)phenyl)-4-trifluoromethylquinazolin-2-amine